cobalt-lead carbonate C([O-])([O-])=O.[Pb+2].[Co+2].C([O-])([O-])=O